N-((1R,3S)-3-Hydroxycyclohexyl)-2-(5-isopropyl-8-oxothiazolo[5',4':4,5]pyrrolo[1,2-d][1,2,4]triazin-7(8H)-yl)acetamid O[C@@H]1C[C@@H](CCC1)NC(CN1N=C(N2C(C1=O)=CC1=C2N=CS1)C(C)C)=O